CYCLODODECADIEN-1-ONE C1(C=CC=CCCCCCCC1)=O